N(=NC(C#N)(C)C)C(C#N)(C)C 2,2'-azo-bisisobutyronitrile